CC(C(=O)O)(C)C1=NN2C(N=C(NC2=O)SC)=C1C1=CC(=C(C(=C1)F)F)F 2-methyl-2-[2-(methylsulfanyl)-4-oxo-8-(3,4,5-trifluorophenyl)-3H-pyrazolo[1,5-a][1,3,5]triazin-7-yl]propanoic acid